ClC1=CC=C(C=C1)NNC(=O)C=1C(=NN(C1)C=1SC=CN1)CC N'-(4-chlorophenyl)-3-ethyl-1-(thiazol-2-yl)-1H-pyrazole-4-carbohydrazide